C1C2N(CCN1CCCNC1=CC(=NC3=CC=CC=C13)C1=CC=C(C=C1)OC)CCC2 N-(3-(hexahydropyrrolo[1,2-a]pyrazin-2(1H)-yl)propyl)-2-(4-methoxyphenyl)quinolin-4-amine